C(C)OC(C(C(=O)OCC)C1(CC1)O)=O (1-hydroxycyclopropyl)malonic acid diethyl ester